FC=1C=C(C=C(C1OC1=CC=NC2=CC(=CN=C12)OCCCF)F)NC(C1=C(C=CC=C1)F)=O N-(3,5-Difluoro-4-((7-(3-fluoropropoxy)-1,5-naphthyridin-4-yl)oxy)phenyl)-2-fluorobenzamide